cyclohexylidenebis(2-methylphenol) C1(CCCCC1)(C=1C(=C(C=CC1)O)C)C=1C(=C(C=CC1)O)C